(3R,6S)-6-(3-(3-cis-(trifluoromethoxy)cyclobutyl)-1,2,4-oxadiazol-5-yl)tetrahydro-2H-pyran-3-amine HCl salt Cl.FC(OC1(CCC1)C1=NOC(=N1)[C@@H]1CC[C@H](CO1)N)(F)F